O=C(CN1CCC(CC1)NC1=C2C=CC=NC2=C(C=C1)C(=O)NC1=CC=CC=C1)N1[C@@H](C[C@@H](C1)F)C#N 5-[[1-[2-oxo-2-[(2S,4S)-2-cyano-4-fluoro-pyrrolidin-1-yl]ethyl]-4-piperidyl]amino]-N-phenyl-quinoline-8-carboxamide